N-[2-(6-cyano-1H-indol-3-yl)ethyl]acetamide C(#N)C1=CC=C2C(=CNC2=C1)CCNC(C)=O